FC1=C(CN2[C@@H](CCC2=S)CC(N[C@H](C(SC(C)C)=O)C(C)C)=S)C=CC=C1F S-Isopropyl (S)-2-(2-((S)-1-(2,3-difluorobenzyl)-5-thioxopyrrolidin-2-yl)ethanethioamido)-3-methylbutanethioate